Cl.CC(C)NCC(=O)C1=CC=C(C=C1)CS(=O)(=O)N (4-[[(1-methylethyl)amino]acetyl]phenyl)methanesulfonamide monohydrochloride